1-(6,7-dihydro-5H-benzo[6,7]cyclohepta[1,2-d]pyrimidin-2-yl)-N3-(3-fluoro-4-(4-cyclohexylpiperazinyl)phenyl)-1H-1,2,4-triazole-3,5-diamine N1=C(N=CC2=C1C1=C(CCC2)C=CC=C1)N1N=C(N=C1N)NC1=CC(=C(C=C1)N1CCN(CC1)C1CCCCC1)F